O[C@@](C=C)(CCC1[C@](CC[C@H]2C(CCC[C@]12C)(C)C)(C)O)C (1E,3R)-3-hydroxy-5-[(2R,4aS,8aS)-2-hydroxy-2,5,5,8a-tetramethyldecahydronaphthalen-1-yl]-3-methylpent-1-en